CC1=CC=C(C=O)C(=C1)C 4,6-dimethylbenzaldehyde